OC1=C(C=CC=C1O)C1=NOC(=C1)C(=O)NN 3-(2,3-dihydroxyphenyl)isoxazole-5-carbohydrazide